C1=NC=C(C2=CC=CC=C12)N1C(N(C[C@H]1C#N)C1CCC(CC1)C(F)(F)F)=O (S)-3-(isoquinolin-4-yl)-2-oxo-1-((1R,4R)-4-(trifluoromethyl)cyclohexyl)imidazoline-4-carbonitrile